C(CCC)C1=CCC=C1 2-butyl-cyclopentadiene